C(C)(C)(C)OC(NC1[C@@H]2CNC[C@H]12)=O (1R,5S,6r)-3-azabicyclo[3.1.0]hexane-6-ylcarbamic acid tert-butyl ester